tert-butyl (((S)-3-((9-ethyl-2-(((S)-2-oxopentan-3-yl)amino)-9H-purin-6-yl)amino)pyrrolidin-1-yl)sulfonyl)carbamate C(C)N1C2=NC(=NC(=C2N=C1)N[C@@H]1CN(CC1)S(=O)(=O)NC(OC(C)(C)C)=O)N[C@H](C(C)=O)CC